1-(1-(pyridin-2-yl)ethyl)-4-(3-(4-(trifluoromethyl)phenoxy)phenyl)pyridin-2(1H)-one N1=C(C=CC=C1)C(C)N1C(C=C(C=C1)C1=CC(=CC=C1)OC1=CC=C(C=C1)C(F)(F)F)=O